C1(CCC1)C1=CN2CC(CC3=CC=CC1=C23)N(C)C 1-cyclobutyl-N,N-dimethyl-5,6-dihydro-4H-pyrrolo[3,2,1-ij]quinolin-5-amine